(2R,3S,4S)-4-hydroxy-2-(4-(oxazol-5-yl)benzyl)pyrrolidin-3-yl (3,5-difluorobenzyl)carbamate FC=1C=C(CNC(O[C@H]2[C@H](NC[C@@H]2O)CC2=CC=C(C=C2)C2=CN=CO2)=O)C=C(C1)F